2-Chloro-N-{2-[4-(difluoromethyl)-1,3-thiazol-5-yl]-2-[4-(pyridin-2-yloxy)piperidin-1-yl]ethyl}-6-fluorobenzamid ClC1=C(C(=O)NCC(N2CCC(CC2)OC2=NC=CC=C2)C2=C(N=CS2)C(F)F)C(=CC=C1)F